BrC=1C(=CC(=C(NC)C1)SC1=CC=CC=C1)SC1=CC=CC=C1 5-bromo-N-methyl-2,4-bis(phenylthio)aniline